Methyl 4-(benzyloxy)-8-(4-fluorophenyl)-1-(((2-(trimethylsilyl)ethoxy)carbonyl)amino)-2,6-naphthyridine-3-carboxylate C(C1=CC=CC=C1)OC1=C(N=C(C2=C(C=NC=C12)C1=CC=C(C=C1)F)NC(=O)OCC[Si](C)(C)C)C(=O)OC